O.O.S(=O)(=O)([O-])[O-].[Ca+2] calcium sulfate di-hydrate